N-(3-(4-bromophenyl)-1H-pyrazol-5-yl)-6,7-dimethyl-3-oxo-4-((2s,3s,4r)-2,3,4,5-tetrahydroxypentyl)-3,4-dihydroquinoxaline-2-carboxamide BrC1=CC=C(C=C1)C1=NNC(=C1)NC(=O)C1=NC2=CC(=C(C=C2N(C1=O)C[C@@H]([C@@H]([C@@H](CO)O)O)O)C)C